7-chloro-6-(1-((6,7-dihydro-5H-pyrrolo[1,2-a]imidazol-3-yl)sulfonyl)-1,2,3,6-tetrahydropyridin-4-yl)-[1,2,4]triazolo[1,5-a]pyridine ClC1=CC=2N(C=C1C=1CCN(CC1)S(=O)(=O)C1=CN=C3N1CCC3)N=CN2